2-Cyclopentene-1-acetic acid, ethyl ester C1(C=CCC1)CC(=O)OCC